2-chloro-5-ethyl-7-iodo-5H-pyrrolo[3,2-d]pyrimidine Cesium carbonate C([O-])([O-])=O.[Cs+].ClC=1N=CC2=C(N1)C(=CN2CC)I.[Cs+]